CN(C)CC1=NC2=C(C=CC=C2C=C1)NS(=O)(=O)C=1N=CN(C1)C N-(2-((Dimethylamino)methyl)quinolin-8-yl)-1-methyl-1H-imidazole-4-sulfonamide